CN(CC(=O)OC)C(CC1N(C(CC1)=O)CC1=C(C=CC=C1)C)=O methyl 2-[methyl-[2-[1-[(2-methylphenyl)methyl]-5-oxopyrrolidin-2-yl]acetyl]amino]acetat